CN1CCC(CC1)N1CC2(CC2)CN(C1=O)CC1=CC=C(C=C1)OCC(C)(C)C 5-(1-methylpiperidin-4-yl)-7-(4-(neopentyloxy)benzyl)-5,7-diazaspiro[2.5]octan-6-one